5-(3-carboxymethoxyphenyl)-2-(4,5-dimethylthiazolyl)-3-(4-sulfophenyl)tetrazolium 4-hydroxy-6-oxo-1,6-dihydropyridazine-3-carboxylate OC=1C(=NNC(C1)=O)C(=O)[O-].C(=O)(O)COC=1C=C(C=CC1)C1=NN(N([NH2+]1)C=1SC(=C(N1)C)C)C1=CC=C(C=C1)S(=O)(=O)O